3-(((1S,2S)-7-((2,2-dimethylpyridin-1-yl)sulfonyl)-2-fluoro-1-hydroxy-2,3-dihydro-1H-inden-4-yl)oxy)-5-fluorobenzonitrile CC1(N(C=CC=C1)S(=O)(=O)C=1C=CC(=C2C[C@@H]([C@H](C12)O)F)OC=1C=C(C#N)C=C(C1)F)C